BrC1=C(C=C(C(=O)OC)C=C1)S(NC1=C(C=CC(=C1)S(=O)(=O)C)C=1SC=CC1)(=O)=O methyl 4-bromo-3-(N-(5-(methylsulfonyl)-2-(thiophen-2-yl)phenyl)sulfamoyl)benzoate